COC1=C(C#N)C=CC(=C1)OC 2,4-dimethoxy-benzonitrile